N-(4-(1-((2,2-difluorocyclopropyl)methyl)-1,2,3,6-tetrahydropyridin-4-yl)-1H-pyrrolo[2,3-b]pyridin-6-yl)cyclopropylcarboxamide FC1(C(C1)CN1CCC(=CC1)C1=C2C(=NC(=C1)NC(=O)C1CC1)NC=C2)F